FC1=CC=C2[C@H](CCOC2=C1)N[S@@](=O)C(C)(C)C (S)-N-[(S)-7-fluorochroman-4-yl]-2-methylpropan-2-sulfinamide